furoate C1=COC(=C1)C(=O)O